hexadecyl-tellurium oxygen [O].C(CCCCCCCCCCCCCCC)[Te]